BrC=1C=CC(=NC1)OC1CC(C1)OC=1C=CC(=NC1)CC(C#C)O [5-[3-[(5-bromo-2-pyridyl)oxy]cyclobutoxy]-2-pyridyl]but-3-yn-2-ol